trans-4-[(2,6-dichloro-4-pyridinyl)-difluoro-methyl]cyclohexanecarboxylic acid methyl ester COC(=O)[C@@H]1CC[C@H](CC1)C(F)(F)C1=CC(=NC(=C1)Cl)Cl